CC(C[C@@H](C(N[C@@H](C[C@H]1C(NCC1)=O)C(COC(F)(F)F)=O)=O)NC(C(=O)NCC(F)(F)F)=O)(C)C N1-((S)-4,4-dimethyl-1-oxo-1-(((S)-3-oxo-1-((S)-2-oxopyrrolidin-3-yl)-4-(trifluoromethoxy)butan-2-yl)amino)pentan-2-yl)-N2-(2,2,2-trifluoroethyl)-oxalamide